CC1=C(C=NC=C1)CC(=O)N 2-(4-methylpyridin-3-yl)acetamide